C(C)(C)C1=NOC2=CC=C3C=NC(=NC3=C21)NC2=NC=C(C=C2)N2CCOCC2 9-isopropyl-N-(5-morpholinopyridin-2-yl)isoxazolo[5,4-H]quinazolin-2-amine